ClCCCC alpha-chlorobutane